tert-butyl-5-ethyl-1-(tetrahydro-2H-pyran-2-yl)-6-(2-(2-(trifluoromethyl)pyridin-4-yl)-2,6-diazaspiro[3.4]octan-6-yl)-1,5-dihydro-4H-pyrazolo[3,4-d]pyrimidin-4-one C(C)(C)(C)C1=NN(C=2N=C(N(C(C21)=O)CC)N2CC1(CN(C1)C1=CC(=NC=C1)C(F)(F)F)CC2)C2OCCCC2